N1N=CC=2C1=NC=C(C2)N2CC1(C2)CC(C1)N(C(=O)NC1=NC=CC(=C1)OC(F)(F)F)C 1-(2-(1H-pyrazolo[3,4-b]pyridin-5-yl)-2-azaspiro[3.3]heptan-6-yl)-1-methyl-3-(4-(trifluoromethoxy)pyridin-2-yl)urea